C(C)(C)(C)OC(=O)N1[C@H](C[C@@H](C1)F)C1=C(C=CC(=C1)F)OCCCCN1C=NC=2C=NC=3C=CC(=CC3C21)Br (2R,4S)-2-(2-(4-(8-bromo-1H-imidazo[4,5-c]quinolin-1-yl)butoxy)-5-fluorophenyl)-4-fluoropyrrolidine-1-carboxylic acid tert-butyl ester